FC1=C(C=CC(=C1)F)S(=O)(=O)NC=1C(=NC=C(C1)C=1SC=2N=CN=C(C2N1)N1CC2C(C1)CCC2)OC 2,4-difluoro-N-(5-(7-(hexahydrocyclopenta[c]pyrrol-2(1H)-yl)thiazolo[5,4-d]pyrimidin-2-yl)-2-methoxypyridin-3-yl)benzenesulfonamide